5-(2-chloro-4-((3,3-difluoroazetidin-1-yl)sulfonyl)phenyl)-1H-pyrazolo[4,3-b]pyridin-3-amine ClC1=C(C=CC(=C1)S(=O)(=O)N1CC(C1)(F)F)C1=CC=C2C(=N1)C(=NN2)N